3-fluoro-N-(2-fluoro-4-methyl-5-(8-morpholinylimidazo[1,2-a]pyridin-6-yl)phenyl)-4-isopropylpyrrolidine-1-carboxamide FC1CN(CC1C(C)C)C(=O)NC1=C(C=C(C(=C1)C=1C=C(C=2N(C1)C=CN2)N2CCOCC2)C)F